CC1=CNC2=CN=CC(=C12)C=1C=C2CCN(CC2=CC1)CCCCCCCC(=O)O 8-[6-(3-methyl-1H-1,6-diazainden-4-yl)-1,2,3,4-tetrahydro-2-isoquinolyl]octanoic acid